C(C)OC(=O)C1=CC(=NN1C1=CC=C(C=C1)Br)C 1-(4-bromophenyl)-3-methyl-1H-pyrazole-5-carboxylic acid ethyl ester